ClC=1C(=CC2=C(C(C3=C(N(S2(=O)=O)C)C=CC=C3)Cl)C1)Cl 2,3,11-trichloro-6-methyl-6,11-dihydrodibenzo[c,f][1,2]thiazepine 5,5-dioxide